FC1=CC=C(C=C1)C=1C(=C2N(N1)[C@H](CC2)C)C2=C1C(=NC(=C2)C)NN=C1 4-[(6S)-2-(4-Fluorophenyl)-6-methyl-5,6-dihydro-4H-pyrrolo[1,2-b]pyrazol-3-yl]-6-methyl-1H-pyrazolo[3,4-b]pyridine